NC1=C(C=C(C=N1)C1=CC=C(C(=O)NC2CCN(CC2)C)C=C1)OC(C)C1=C(C(=CC=C1)F)C(F)(F)F 4-{6-amino-5-[1-(3-fluoro-2-trifluoromethyl-phenyl)-ethoxy]-pyridin-3-yl}-N-(1-methyl-piperidin-4-yl)-benzamide